NC=1C(=CC(=NC1)N(CC1=CC=C(C=C1)OC)CC1=CC=C(C=C1)OC)C(=O)OC methyl 5-amino-2-[bis[(4-methoxyphenyl) methyl]amino]pyridine-4-carboxylate